FC1=CC=C(C=C1)C(C(=C)C)O 1-(4-fluorophenyl)-2-methylprop-2-en-1-ol